C(C)(C)(C)OC(=O)N1CCC(CC1)C1=CC=CC(=N1)OCC1=C(C=C(C(=O)O)C=C1)F 4-(((6-(1-(tert-butoxycarbonyl)piperidin-4-yl)pyridin-2-yl)-oxy)methyl)-3-fluorobenzoic acid